1-[2-(isopropylamino)ethyl]pyrrolidin-2-one C(C)(C)NCCN1C(CCC1)=O